4-methyl-1-(2-(3-oxo-3-(4-(5-(trifluoromethyl)pyrimidin-2-yl)piperazin-1-yl)propoxy)ethyl)pyrido[2,3-d]pyridazine-2,5(1H,6H)-dione CC1=CC(N(C=2C=NNC(C21)=O)CCOCCC(N2CCN(CC2)C2=NC=C(C=N2)C(F)(F)F)=O)=O